N-[[6,7-dichloro-3-(1H-pyrazol-4-yl)-1H-indol-2-yl]methyl]acetamide ClC1=CC=C2C(=C(NC2=C1Cl)CNC(C)=O)C=1C=NNC1